ClC1=CC(=C(C=C1C=1C=NC=C(C1)F)NC(=O)N1[C@@H]2C[C@H](C[C@]1(C2)C=2OC(=NN2)C)C)F (1S,3R,5R)-N-(4-chloro-2-fluoro-5-(5-fluoropyridin-3-yl)phenyl)-3-methyl-1-(5-methyl-1,3,4-oxadiazol-2-yl)-6-azabicyclo[3.1.1]heptane-6-carboxamide